ethyl (6R)-6-[4-(5-benzyloxy-3-bromo-6-nitro-2-pyridyl)piperazin-1-yl]-2-azaspiro[3.4]octane-2-carboxylate C(C1=CC=CC=C1)OC=1C=C(C(=NC1[N+](=O)[O-])N1CCN(CC1)[C@H]1CC2(CN(C2)C(=O)OCC)CC1)Br